(chloromethyl)-4-((7-ethyl-7-azaspiro[3.5]nonan-5-yl)oxy)benzoic acid ethyl ester C(C)OC(C1=C(C=C(C=C1)OC1C2(CCC2)CCN(C1)CC)CCl)=O